C(C)OC(CCN1C=CC2=CC(=CC(=C12)CC)OCC1=CC(=C(C=C1)C1CCCC1)C(F)(F)F)=O 3-[5-[[4-cyclopentyl-3-(trifluoromethyl)benzyl]oxy]-7-ethyl-1H-indol-1-yl]propionic acid ethyl ester